1-((trans)-1-ethyl-4-phenylpyrrolidin-3-yl)-3-(2-phenyl-2,4,5,6-tetrahydrocyclopenta[c]pyrazol-3-yl)urea C(C)N1C[C@H]([C@@H](C1)C1=CC=CC=C1)NC(=O)NC1=C2C(=NN1C1=CC=CC=C1)CCC2